6-(1-(2,2-difluoroethyl)-6-fluoro-1H-indazol-4-yl)-3,11,11-trimethyl-5-(trifluoromethyl)-8,9,10,11-tetrahydrofuro[3,2-f][1,2,4]triazolo[4,3-a]quinoxaline FC(CN1N=CC2=C(C=C(C=C12)F)C=1C2=C(C=3NC(C=4N(C3C1C(F)(F)F)C(=NN4)C)(C)C)CCO2)F